2-methoxy-2-methyl-1-(5-phenyl-4,5-dihydro-1H-pyrazol-1-yl)propan-1-one COC(C(=O)N1N=CCC1C1=CC=CC=C1)(C)C